4-amino-5-chloro-2-ethoxy-N-[[4-(4-fluorobenzyl)-2-morpholinyl]methyl]benzamide citrate dihydrate O.O.C(CC(O)(C(=O)O)CC(=O)O)(=O)O.NC1=CC(=C(C(=O)NCC2CN(CCO2)CC2=CC=C(C=C2)F)C=C1Cl)OCC